Methyl-Thionine methyl-5-[3-[4-[3-[acetyl(methyl)amino]prop-1-ynyl]-2-fluoro-phenoxy]propyl]-2-(3-chloro-4-methyl-6,7-dihydro-5H-pyrido[2,3-c]pyridazin-8-yl)thiazole-4-carboxylate COC(=O)C=1N=C(SC1CCCOC1=C(C=C(C=C1)C#CCN(C)C(C)=O)F)N1CCCC2=C1N=NC(=C2C)Cl.CC=2SC=CC=CC=CC2